COC1=NC=C(C=C1CC(=O)N(C)C)N(C=1C=C2C(=NC(=NC2=CC1)C)N[C@H](C)C=1C=NC=C(C1)[N+](=O)[O-])C (R)-2-(2-methoxy-5-(methyl(2-methyl-4-((1-(5-nitropyridin-3-yl)ethyl)amino)quinazoline-6-yl)amino)pyridin-3-yl)-N,N-dimethylacetamide